BrC=1C(=C(OC2CCC(CC2)C[C@@H](CO)C)C=CC1)C (2S)-3-[4-(3-bromo-2-methyl-phenoxy)cyclohexyl]-2-methyl-propan-1-ol